N-(1-(3-cyanophenyl)-6-(4-fluoro-3-(2-hydroxyethoxy)phenyl)-1H-pyrazolo[3,4-d]pyrimidin-4-yl)-5-nitrothiophene-2-carboxamide C(#N)C=1C=C(C=CC1)N1N=CC=2C1=NC(=NC2NC(=O)C=2SC(=CC2)[N+](=O)[O-])C2=CC(=C(C=C2)F)OCCO